2-(2-methoxy-5-methyl-4-(1-methylpiperidin-4-yl)phenyl)-N4-(1-(methylsulfonyl)indolin-7-yl)-7H-pyrrolo[2,3-d]pyrimidine-2,4-diamine COC1=C(C=C(C(=C1)C1CCN(CC1)C)C)C1(N=C(C2=C(N1)NC=C2)NC=2C=CC=C1CCN(C21)S(=O)(=O)C)N